2-(4-(3-amino-6-bromopyrazin-2-yloxy)-1H-pyrazol-1-yl)-2-methylpropanenitrile NC=1C(=NC(=CN1)Br)OC=1C=NN(C1)C(C#N)(C)C